tert-butyl 4-amino-4-(2-bromo-5-chlorophenyl)piperidine-1-carboxylate NC1(CCN(CC1)C(=O)OC(C)(C)C)C1=C(C=CC(=C1)Cl)Br